(N-p-bromo-benzyl)urea BrC1=CC=C(CNC(=O)N)C=C1